BrC1=CC2=C(N=C(O2)CN2CCN(CC2)C(=O)OC(C)(C)C)C=C1 tert-butyl 4-((6-bromobenzo[d]oxazol-2-yl)methyl)piperazine-1-carboxylate